((6-Chloro-4-((3-(1-(2-fluoroethyl)-1H-1,2,4-triazol-3-yl)-2-methoxyphenyl)amino)pyridazine-3-carbonyl)oxy)zinc ClC1=CC(=C(N=N1)C(=O)O[Zn])NC1=C(C(=CC=C1)C1=NN(C=N1)CCF)OC